FC1=C(C=CC(=C1)F)C1=C(C(=CN1S(=O)(=O)C1=CC(=CC=C1)F)CNC)OC 1-(5-(2,4-difluorophenyl)-1-((3-fluorophenyl)sulfonyl)-4-methoxy-1H-pyrrol-3-yl)-N-methylmethanamine